(cyclopropylamino)propionitrile C1(CC1)NC(C#N)C